C1(CC1)N(C(OC(C)(C)C)=O)C[C@@H]1CN(CC1)C1=NC=C(N=C1)C(NC=1N=C(C=2N(C1)C=C(N2)C)C)=O tert-butyl N-cyclopropyl-N-[[(3S)-1-[5-[(2,8-dimethylimidazo[1,2-a]pyrazin-6-yl)carbamoyl]pyrazin-2-yl]pyrrolidin-3-yl]methyl]carbamate